C1(CC1)C1(CC(=C(C=C1OC)F)N)NCC1=C(C(=CC=C1OCC1CC1)F)F 1-cyclopropyl-N1-(6-(cyclopropylmethoxy)-2,3-difluorobenzyl)-4-fluoro-6-methoxybenzene-1,3-diamine